C(C)C=1N=CC(=C2C=C(N=CC12)NC(=O)C1CC1)C1=CC=CC=C1 N-(8-ethyl-5-phenyl-2,7-naphthyridin-3-yl)cyclopropanecarboxamide